N[C@H](C1CCN(CC1)C(=O)C1CCC(NC1)=O)C1=C(C=C(C(=C1)Cl)Cl)O 5-[4-[(R)-amino(4,5-dichloro-2-hydroxyphenyl)methyl]piperidine-1-carbonyl]piperidin-2-one